COC1=C(C=CC=C1)C(CCC(=O)O)=O 4-(2-methoxyphenyl)-4-oxobutyric acid